7-Chloro-4-(2,6-dimethoxy-4-propylphenyl)-1-methylindolin-2-one ClC=1C=CC(=C2CC(N(C12)C)=O)C1=C(C=C(C=C1OC)CCC)OC